(E)-Benzyl 3-(4-chloro-1-ethyl-1H-benzo[d][1,2,3]triazol-5-yl)acrylate ClC1=C(C=CC=2N(N=NC21)CC)/C=C/C(=O)OCC2=CC=CC=C2